ClC1=C(C=CC(=C1)C(F)(F)F)B(O)O 2-CHLORO-4-(TRIFLUOROMETHYL)PHENYLBORONIC ACID